C(CCCCCCCCCCCCCCCCCCCCC)OC=1C=C(CO)C=C(C1)OCCCCCCCCCCCCCCCCCCCCCC 3,5-di(docosyloxy)benzyl alcohol